COC1=C(C=NC=C1)OC(CC)=O.C(C)(=O)C1=NN(C2=CC=C(C=C12)C1=CC(=CC=C1)C#N)CC(=O)N1[C@@H](CCC1)C(=O)NC1=NC(=CC=C1)C (S)-1-(2-(3-acetyl-5-(3-cyanophenyl)-1H-indazol-1-yl)acetyl)-N-(6-methylpyridin-2-yl)pyrrolidine-2-carboxamide 4-Methoxypyridin-3-yl-propionate